3-(2-amino-6-chloro-4-pyridinyl)-6-[(1,1-dimethylethyl)sulfonyl]imidazo[1,2-a]pyridin-7-ol NC1=NC(=CC(=C1)C1=CN=C2N1C=C(C(=C2)O)S(=O)(=O)C(C)(C)C)Cl